CC1=CC(=O)CC([C@]1(/C=C/C(=O)C)O)(C)C The molecule is a dehydrovomifoliol that has S-configuration at the chiral centre. It has a role as a plant metabolite. It is an enantiomer of a (6R)-dehydrovomifoliol.